N1=NN=C2C1=C1C(=NCS1)C=C2 triazolobenzo-thiazole